tert-butyl N-[1-acetyl-4-(1-methylpyrazol-4-yl)pyrazolo[3,4-c]pyridin-5-yl]carbamate C(C)(=O)N1N=CC=2C1=CN=C(C2C=2C=NN(C2)C)NC(OC(C)(C)C)=O